O1CC=CC2=C1C=CC=C2 1-benzopyran